(1R,2S,5S)-3-((S)-2-((tert-butoxycarbonyl)amino)-3-hydroxy-3-methylbutanoyl)-6,6-dimethyl-3-azabicyclo[3.1.0]hexane-2-carboxylic acid C(C)(C)(C)OC(=O)N[C@H](C(=O)N1[C@@H]([C@H]2C([C@H]2C1)(C)C)C(=O)O)C(C)(C)O